2-(2-chlorophenyl)-N-(1-((dimethylamino)methyl)cyclopropyl)propanamide ClC1=C(C=CC=C1)C(C(=O)NC1(CC1)CN(C)C)C